C(#N)C1=C(C=C(C=C1)N1C(N(C2(CCC2)C1=NC(=S)NC1=CC=CC=C1)C1=CC=C(C=C1)C)=S)C(F)(F)F 1-[7-(4-cyano-3-trifluoromethyl-phenyl)-6-thioxo-5-p-tolyl-5,7-diaza-spiro[3.4]oct-8-ylidene]-3-phenyl-thiourea